NC=1C=C(CN2C[C@H](CCC2)O)C=C(C1)N1C=NC(=C1)C (S)-1-(3-amino-5-(4-methyl-1H-imidazol-1-yl)benzyl)piperidin-3-ol